N-cyclopropyl-5-(4-(trifluoromethyl)phenyl)-2-naphthamide C1(CC1)NC(=O)C1=CC2=CC=CC(=C2C=C1)C1=CC=C(C=C1)C(F)(F)F